ClC=1N=C(SC1C=O)NC1=CC=CC=C1 4-CHLORO-2-PHENYLAMINO-THIAZOLE-5-CARBALDEHYDE